[6-[3-(1-hydroxycyclopropyl)-1,2,4-triazol-1-yl]-2-azaspiro[3.3]heptan-2-yl]-[(6S)-6-[(3,5-difluoro-2-pyridinyl)methyl]-2-azaspiro[3.4]octan-2-yl]methanone OC1(CC1)C1=NN(C=N1)C1CC2(CN(C2)C(=O)N2CC3(C2)C[C@H](CC3)CC3=NC=C(C=C3F)F)C1